C(C)(C)(C)NCC1=C(C=CC=C1)O 2-((tert-butylamino)methyl)phenol